C(CCC)S 1-Butanthiol